C(#N)C1=C(N=C(S1)N(C1=C(N=C2N1C=C(C=C2)C=2C=NC(=NC2)CC(=O)NC)CC)C)C2=CC=C(C=C2)F 2-(5-(3-((5-cyano-4-(4-fluorophenyl)thiazol-2-yl)(methyl)amino)-2-ethylimidazo[1,2-a]pyridin-6-yl)pyrimidin-2-yl)-N-methyl-acetamide